ClC=1C(=C(C=CC1)NC(=O)C1=CC(=CC=2NC(=NC21)COC)NC(=O)C2=C(C=CC=C2)C(F)(F)F)CO N-[3-chloro-2-(hydroxymethyl)phenyl]-2-(methoxymethyl)-6-({[2-(trifluoromethyl)phenyl]carbonyl}amino)-1H-benzoimidazole-4-carboxamide